6-(3-Fluoro-5-isopropoxyphenyl)-N-[(2-methoxy-3-pyridyl)sulfonyl]-2-(p-tolyl)pyridin-3-carboxamid FC=1C=C(C=C(C1)OC(C)C)C1=CC=C(C(=N1)C1=CC=C(C=C1)C)C(=O)NS(=O)(=O)C=1C(=NC=CC1)OC